(1S,5S)-N-ethyl-6-(4-fluorophenyl)-9,9-dimethyl-3,6-diazabicyclo[3.2.2]nonane-3-carboxamide C(C)NC(=O)N1C[C@@H]2CN([C@H](C1)C(C2)(C)C)C2=CC=C(C=C2)F